O1C(CC1)C1=C(C=CC=C1)O oxetanyl-phenol